neryl acrylate C(C=C)(=O)OC\C=C(\C)/CCC=C(C)C